Methyl 2-methyl-2-([1-(1-methyl-1H-indazol-7-yl)-5-[3-(2-methylpropoxy)-phenyl]-1H-pyrazol-3-yl]-methoxy)propanoate CC(C(=O)OC)(C)OCC1=NN(C(=C1)C1=CC(=CC=C1)OCC(C)C)C=1C=CC=C2C=NN(C12)C